(2S,5R)-2,5-dimethylpiperazine-1-carboxylic acid tert-butyl ester C(C)(C)(C)OC(=O)N1[C@H](CN[C@@H](C1)C)C